NC1=C(C=CC(=C1F)NCC1=CC=C(C=C1)C(F)(F)F)NC(CCCCC(C(C)F)F)=O N-(2-amino-3-fluoro-4-((4-(trifluoromethyl)benzyl)amino)phenyl)-6,7-difluorooctanamide